N-(1-(3-methoxyphenyl)-3-oxo-2,3-dihydro-1H-pyrazolo[4,3-c]pyridin-6-yl)cyclopropanecarboxamide COC=1C=C(C=CC1)N1NC(C=2C=NC(=CC21)NC(=O)C2CC2)=O